FC=1C=CC2=C(C(NC3=C(S2)C=CC(=C3)C(=O)NC=3C=C(C=CC3)C3=CC(=CC=C3)C(=O)OC)=O)C1 methyl 3'-(2-fluoro-11-oxo-10,11-dihydrodibenzo[b,f][1,4]thiazepine-8-carboxamido)-[1,1'-biphenyl]-3-carboxylate